C(CO)(=O)OC=C glycoloxyethylene